C(C=C)OC(NC1CCC2(CCN(CC2)C[C@H]2CN(CC2)C=2N=CN=NC2OC2=C(C=C(C=C2)F)C(N(C(C)C)CC)=O)CC1)=O (S)-(3-((1-(6-(2-(ethyl(isopropyl)carbamoyl)-4-fluorophenoxy)-1,2,4-triazin-5-yl)pyrrolidin-3-yl)methyl)-3-azaspiro[5.5]undec-9-yl)carbamic acid allyl ester